FC(C(=O)O)(F)F.C1CC(CCC12CCCCC2)SC=2N=NNC2C(=O)O 4-(spiro[5.5]undecan-3-ylthio)-1H-1,2,3-triazole-5-carboxylic acid 2,2,2-trifluoroacetate